(RS)-1-methyl-2-nitro-3-(tetrahydro-3-furanylmethyl)guanidine CNC(=N[N+](=O)[O-])NC[C@@H]1COCC1 |r|